2-(3-bromo-2-methylphenyl)-5-(pyrrolidin-1-ylmethyl)-1H-benzo[d]imidazole-7-carbonitrile BrC=1C(=C(C=CC1)C1=NC2=C(N1)C(=CC(=C2)CN2CCCC2)C#N)C